FC(OC1=CC(=NN1)NC1=NC(=CN=C1)O[C@@H]1[C@H]([C@@H]2CC[C@H](C1)N2)C)F N-(5-(difluoromethoxy)-1H-pyrazol-3-yl)-6-(((1S,2S,3S,5R)-2-methyl-8-azabicyclo[3.2.1]octan-3-yl)oxy)pyrazin-2-amine